L-1-ethyl-3-methylimidazole tetrafluoroborate F[B-](F)(F)F.C(C)N1CN(C=C1)C